BrC1=C(C=C(C(=O)N2CC=3N(CC2)C(N(C3C(=O)NCC3=C(C=CC=C3)C=3N=NC=CN3)C3=CC=C(C=C3)OC3CC3)=O)C=C1)Cl 7-(4-bromo-3-chloro-benzoyl)-2-[4-(cyclopropoxy)phenyl]-3-oxo-N-[[2-(1,2,4-triazin-3-yl)phenyl]methyl]-6,8-dihydro-5H-imidazo[1,5-a]pyrazine-1-carboxamide